6-(2-(4-cyano-1H-pyrazol-1-yl)cyclobutyl)-4-oxo-1-(1-(6-(trifluoro-methyl)pyridin-3-yl)ethyl)-4,5-dihydro-1H-pyrazolo[3,4-d]pyrimidine-3-carbonitrile C(#N)C=1C=NN(C1)C1C(CC1)C=1NC(C2=C(N1)N(N=C2C#N)C(C)C=2C=NC(=CC2)C(F)(F)F)=O